CC=1C=C(C=2C=CC=NC2C1)C(=O)N 7-methylquinoline-5-carboxamide